C(CCCCCCCCCCC)OC1=CC=CC=C1 phenyl dodecyl ether